(1R,3S)-3-(5-amino-2H-pyrazol-3-yl)cyclopentyl N-{bicyclo[1.1.1]pentan-1-yl}carbamate C12(CC(C1)C2)NC(O[C@H]2C[C@H](CC2)C=2NN=C(C2)N)=O